FC1=C(C(=O)N2CCC(CC2)N2CC(C2)(N2C=C(C=C2)C=2C3=C(N=CN2)NC=C3)CC#N)C=CN=C1C(F)(F)F {1-{1-[3-fluoro-2-(trifluoromethyl)isonicotinoyl]piperidin-4-yl}-3-[3-(7H-pyrrolo[2,3-d]pyrimidin-4-yl)-1H-pyrrol-1-yl]azetidin-3-yl}acetonitrile